O(C=1C(C(=CN(C1)CCCCCCCCCCCCCCCCCC)O)=O)C=1C(C(=CN(C1)CCCCCCCCCCCCCCCCCC)O)=O 5,5'-oxybis(N-octadecyl-3-hydroxypyridin-4-one)